tert-Butyl (4-((4-{((tert-butyldimethylsilyl)oxy)methyl}bicyclo[2.2.2]octan-1-yl)methyl)phenyl)carbamate [Si](C)(C)(C(C)(C)C)OCC12CCC(CC1)(CC2)CC2=CC=C(C=C2)NC(OC(C)(C)C)=O